S-methyl-thiocitrulline CS=C([C@@H](N)CCCNC(=O)N)O